C(C)(=O)O[C@H]1C[C@@H]2CC[C@H]3[C@@H]4CC[C@H](C(C)=O)[C@]4(CC([C@@H]3[C@]2(CC1)C)=O)C 3α-acetoxy-5α-pregnane-11,20-dione